ClC=1C=C(C=C(C1)Cl)C1=C(CCP(O1)(OCC)=O)[Se]C1=CC=CC=C1 6-(3,5-Dichlorophenyl)-2-ethoxy-5-(phenylselanyl)-3,4-dihydro-1,2-oxaphosphinine 2-oxide